N-[3-(2-chloro-5-fluorophenyl)-1-oxo-2,3-dihydro-1H-isoindol-4-yl]-3-fluoro-5-(trifluoromethyl)benzamide ClC1=C(C=C(C=C1)F)C1NC(C2=CC=CC(=C12)NC(C1=CC(=CC(=C1)C(F)(F)F)F)=O)=O